BrC1=C2C=CC=CC2=C(C2=CC=CC=C12)C=1C=C(C#N)C=CC1 3-(10-bromoanthracene-9-yl)benzonitrile